CC(C(=O)OCCC=C(F)F)(C)N1N=CC(=C1)C 4,4-difluorobut-3-en-1-yl 2-methyl-2-(4-methyl-1H-pyrazol-1-yl)propanoate